7-fluoro-N-[1-(methylsulfinyl)-2-methylpropan-2-yl]-2-(pyridin-3-yl)-2H-indazole-4-carboxamide FC1=CC=C(C2=CN(N=C12)C=1C=NC=CC1)C(=O)NC(CS(=O)C)(C)C